C1(=CC=CC=C1)C(=O)N1CCC(=CC1)B1OC(C(O1)(C)C)(C)C phenyl-[4-(4,4,5,5-tetramethyl-1,3,2-dioxaborolan-2-yl)-3,6-dihydro-2H-pyridin-1-yl]methanone